CC=1C=CC=C2C=C(C=NC12)N=C(C1=CC=CC=C1)C1=CC=CC=C1 N-(8-methylquinolin-3-yl)-1,1-diphenylmethanimine